NC1=NN(C2=CN=C(C=C21)C=2C=NC=CC2OC)C(=O)OC(C)(C)C tert-Butyl 3-amino-5-(4-methoxypyridin-3-yl)-1H-pyrazolo[3,4-c]pyridine-1-carboxylate